3-fluoro-4-(1-methylcyclobutyl)benzaldehyde FC=1C=C(C=O)C=CC1C1(CCC1)C